CN(C1CC(C1)N1N=C(C(=C1)NC(=O)C=1OC(=CC1)C=1C=NNC1)C1=NC=CC=C1)C N-(1-((1s,3s)-3-(dimethylamino)cyclobutyl)-3-(pyridin-2-yl)-1H-pyrazol-4-yl)-5-(1H-pyrazol-4-yl)furan-2-carboxamide